tert-Butyl (S)-methyl(1-(4-(4,4,5,5-tetramethyl-1,3,2-dioxaborolan-2-yl)phenyl) ethyl)carbamate CN(C(OC(C)(C)C)=O)[C@@H](C)C1=CC=C(C=C1)B1OC(C(O1)(C)C)(C)C